C1CCC2=C(C=3CCCC3C=C12)NC(=O)NS(=O)(=O)C1=NN2C(CN3CCC2CC3)=C1 N-((1,2,3,5,6,7-hexahydro-s-indacen-4-yl)carbamoyl)-7,8-dihydro-4H,6H-5,8-ethanopyrazolo[1,5-a][1,4]diazepine-2-sulfonamide